Cl.FC(C1=CC=C(C=N1)OC1CC2(C1)CCNCC2)(F)F 2-((6-(trifluoromethyl)pyridin-3-yl)oxy)-7-azaspiro[3.5]nonane hydrochloride